vinyl-(3-methoxy-phenyl)methanol C(=C)C(O)C1=CC(=CC=C1)OC